C1(CC1)N1NC2=NC3=CC(=CC=C3C=C2CC1)CCC1CCC(C1O)O 5-(2-(2-cyclopropyl-1,2,3,4-tetrahydropyridazino[3,4-b]quinolin-8-yl)ethyl)cyclopentane-1,2-diol